BrC1=CC(=C(C(=C1C(=O)NC=1C=NC=[N+](C1)[O-])F)Cl)C(F)(F)F 5-(6-Bromo-3-chloro-2-fluoro-4-(trifluoromethyl)benzamido)pyrimidine 1-oxide